5-((1R,4R)-2-oxa-5-azabicyclo[2.2.1]heptane-5-yl)-N-(3-(difluoromethyl)-1-((1R,4R)-4-(piperazin-1-ylmethyl)cyclohexyl)-1H-pyrazol-4-yl)pyrazolo[1,5-a]pyrimidine [C@H]12OC[C@H](N(C1)C1=NC=3N(C=C1)N(CC3)C=3C(=NN(C3)C3CCC(CC3)CN3CCNCC3)C(F)F)C2